ClC1=C(C=CC=C1)C1=CC2=C(N=C(N=C2)NC2=CC(=CC=C2)N2CCNCC2)N(C1=O)C 6-(2-chlorophenyl)-8-methyl-2-((3-(piperazin-1-yl)phenyl)amino)pyrido[2,3-d]pyrimidin-7(8H)-one